O[C@H]1[C@@H](C2=CCCC[C@@H]2[C@H]1O)N1N=CN=C1C(=O)N 1-((1R,2S,3R,3aS)-2,3-dihydroxy-2,3,3a,4,5,6-hexahydro-1H-inden-1-yl)-1H-1,2,4-triazole-5-carboxamide